Cl.C(C)(=O)N1CC(CC1)(C(=O)OC)N methyl 1-acetyl-3-aminopyrrolidine-3-carboxylate hydrochloride